CN1C(=CC=C1)C(C([Se]C1=CC=CC=C1)[Se]C1=CC=CC=C1)=O 1-(1-Methyl-1H-pyrrol-2-yl)-2,2-bis(phenylselanyl)ethan-1-one